(E)-1-bromo-4-(4-bromo-3-chlorobut-1-en-1-yl)benzene BrC1=CC=C(C=C1)\C=C\C(CBr)Cl